2-[(1'S)-3',3'-difluoro-2,5-dioxo-5'-(pyridin-4-yl)-2',3'-dihydrospiro[imidazolidine-4,1'-inden]-1-yl]-N-[(4-fluorophenyl)methyl]-N-[3-(trifluoromethyl)oxetan-3-yl]acetamide FC1(C[C@@]2(C3=CC=C(C=C13)C1=CC=NC=C1)NC(N(C2=O)CC(=O)N(C2(COC2)C(F)(F)F)CC2=CC=C(C=C2)F)=O)F